(S)-4-((2-cyclopropoxyethyl)(4-(5,6,7,8-tetrahydro-1,8-naphthyridin-2-yl)butyl)amino)-2-(3-phenyloxetane-3-carboxamido)butanoic acid C1(CC1)OCCN(CC[C@@H](C(=O)O)NC(=O)C1(COC1)C1=CC=CC=C1)CCCCC1=NC=2NCCCC2C=C1